5-(2-((7-Ethyl-6-oxo-5,6-dihydro-1,5-naphthyridin-3-yl)methyl)-2,7-diazaspiro[3.5]nonan-7-yl)-N-methylpyridinamide C(C)C=1C(NC=2C=C(C=NC2C1)CN1CC2(C1)CCN(CC2)C=2C=CC(=NC2)C(=O)NC)=O